CC(C(C)C)S(=O)(=O)O methyl-2-methyl-propanesulfonic acid